ClC1=C(C=C(OCC(=O)NC2CCC(CC2)N2N=CC(=C2)OCCOC(F)(F)F)C=C1)F 2-(4-chloro-3-fluorophenoxy)-N-[(1r,4r)-4-{4-[2-(trifluoromethoxy)ethoxy]-1H-pyrazol-1-yl}cyclohexyl]acetamide